N1CCC2(CC1)CC1=C(N=CS1)C(C2)=O 5H-spiro[[1,3]benzothiazol-6,4'-piperidin]-4(7H)-one